4-hydroxy-3-((4-(methylsulfonyl)phenoxy)methyl)piperidine-1-carboxylic acid tert-butyl ester C(C)(C)(C)OC(=O)N1CC(C(CC1)O)COC1=CC=C(C=C1)S(=O)(=O)C